nickel-manganese ammonia N.[Mn].[Ni]